2,2-dimethyl-1,3-propanediol glutarate C(CCCC(=O)O)(=O)O.CC(CO)(CO)C